C(C)(C)(C)OC(=O)NCCC([C@@H](C(=O)N1[C@@H](C[C@H](C1)O)C(NCC1=CC=C(C=C1)C#C)=O)NC(OC1=CC=CC=C1)=O)(C)C phenyl N-[(1S)-4-(tert-butoxycarbonylamino)-1-[(2S,4R)-2-[(4-ethynylphenyl)methylcarbamoyl]-4-hydroxy-pyrrolidine-1-carbonyl]-2,2-dimethyl-butyl]carbamate